(S)-azetidine N1CCC1